{4-[4'-(bromohexyl)biphenyl-4-yl]cyclohexyl}hexanol BrCCCCCCC1=CC=C(C=C1)C1=CC=C(C=C1)C1CCC(CC1)C(CCCCC)O